C(C1=CC=CC=C1)NC(C(C(C)(C)S)NC(CCCCC(=O)NC(C(NCC1=CC=CC=C1)=O)C(C)(S)C)=O)=O N1,N6-bis(1-(benzylamino)-3-mercapto-3-methyl-1-oxobutan-2-yl)adipamide